7-methoxy-1H-indazole-4-carboxamide COC1=CC=C(C=2C=NNC12)C(=O)N